C(C)(C)(C)OC(=O)N1C[C@H](CC1)N1C(N(C=2C1=NC=CC2)C2=C(C=C(C=C2)C2=CC=C(C=C2)C(=O)OC)O)=O (S)-3-(1-(3-hydroxy-4'-(methoxycarbonyl)-[1,1'-biphenyl]-4-yl)-2-oxo-1,2-dihydro-3H-imidazo[4,5-b]pyridin-3-yl)pyrrolidine-1-carboxylic acid tert-butyl ester